4-(5-(trifluoromethyl)pyridin-2-yl)benzamide FC(C=1C=CC(=NC1)C1=CC=C(C(=O)N)C=C1)(F)F